COC1CN(C1)C(=O)O[C@@H]1CC[C@H](CC1)C(N(C[C@@H]1CC[C@H](CC1)C1=CC(=C(C=C1)OC)C)C1=CC(=CC=C1)C=1C=NN(C1)C1CC1)=O trans-4-((3-(1-Cyclopropyl-1H-pyrazol-4-yl)phenyl) ((trans-4-(4-methoxy-3-methylphenyl)-cyclohexyl)methyl)carbamoyl)cyclohexyl 3-methoxyazetidine-1-carboxylate